(2R)-4-(6-{[6-(2-methylphenyl)-5-(trifluoromethyl)pyridin-2-yl]sulfamoyl}pyridin-2-yl)piperazine-2-carboxylic acid CC1=C(C=CC=C1)C1=C(C=CC(=N1)NS(=O)(=O)C1=CC=CC(=N1)N1C[C@@H](NCC1)C(=O)O)C(F)(F)F